C(CC1=CC=CC=C1)N1CCC2(CO2)CC1 6-phenethyl-1-oxa-6-azaspiro[2.5]octane